CN1N=C(C2=CC=C(C=C12)N1CCNCC1)C1C(NC(CC1)=O)=O 3-[1-methyl-6-(piperazin-1-yl)indazol-3-yl]piperidine-2,6-dione